C(N1CC(=CCC1)C1=NSN=C1OCCCC(CC(F)(F)F)(F)F)([2H])([2H])[2H] 3-(1-(methyl-d3)-1,2,5,6-tetrahydropyridin-3-yl)-4-((4,4,6,6,6-pentafluorohexyl)oxy)-1,2,5-thiadiazole